(2-Octoxy-2-oxoethyl)dimethylammonium C(CCCCCCC)OC(C[NH+](C)C)=O